methyl 5'-bromo-2'-oxospiro[cyclopropane-1,3'-indoline]-2-carboxylate BrC=1C=C2C3(C(NC2=CC1)=O)C(C3)C(=O)OC